BrC=1C=C2C=NC(=NC2=C(C1)F)C1CCC(CC1)O 4-(6-bromo-8-fluoroquinazolin-2-yl)cyclohexan-1-ol